CN(C=1C=C(CN(C2=CC=NC=C2)CC2=CC(=CC=C2)OC)C=CC1)C N-(3-(dimethylamino)benzyl)-N-(3-methoxybenzyl)pyridin-4-amine